2-(2-(trifluoromethyl)isonicotinamido)benzo[d]thiazole-5-carboxylic acid FC(C=1C=C(C(=O)NC=2SC3=C(N2)C=C(C=C3)C(=O)O)C=CN1)(F)F